tert-butyl 4-(3-amino-4-hydroxyphenyl)-3,6-dihydropyridine-1(2H)-carboxylate NC=1C=C(C=CC1O)C=1CCN(CC1)C(=O)OC(C)(C)C